(S)-3-(4-(3-tert-Butyldimethylsilanylpyrrolidin-1-yl)pyridin-2-yl)-6-chloroimidazo[1,2-b]pyridazine [Si](C)(C)(C(C)(C)C)[C@@H]1CN(CC1)C1=CC(=NC=C1)C1=CN=C2N1N=C(C=C2)Cl